[O-]S(=O)(=O)C(F)(F)F.C(CCCCCCCCC)[NH+]1C=C(C=C1)CCCC 1-decyl-3-butylpyrrolium triflate